ethoxy-2-methyl-N-(6-(piperazin-1-yl)pyridazin-3-yl)-2H-indazole-5-carboxamide hydrochloride Cl.C(C)OC=1N(N=C2C=CC(=CC12)C(=O)NC=1N=NC(=CC1)N1CCNCC1)C